(5S,7S)-2-tert-butylsulfanyl-7-fluoro-5-phenyl-6,7-dihydro-5H-pyrrolo[1,2-b][1,2,4]triazole C(C)(C)(C)SC=1N=C2N(N1)[C@@H](C[C@@H]2F)C2=CC=CC=C2